4-(8-(3-acrylamidophenyl)quinazolin-6-yl)-2-chloro-N-(pyridin-2-yl)benzamide C(C=C)(=O)NC=1C=C(C=CC1)C=1C=C(C=C2C=NC=NC12)C1=CC(=C(C(=O)NC2=NC=CC=C2)C=C1)Cl